1-(1-((Cyclohexanecarbonyl)oxy)decyl)-5-(4-(hexyloxy)-1,2,5-thiadiazol-3-yl)-1-methyl-1,2,3,6-tetrahydropyridin-1-ium iodide [I-].C1(CCCCC1)C(=O)OC(CCCCCCCCC)[N+]1(CCC=C(C1)C1=NSN=C1OCCCCCC)C